ethyl 1-(3-cyanophenyl)-5-(trifluoromethyl)-1H-pyrazole-4-carboxylate C(#N)C=1C=C(C=CC1)N1N=CC(=C1C(F)(F)F)C(=O)OCC